[N]=O nitrogen-monoxide